1,3-di(p-methylphenyl)urea CC1=CC=C(C=C1)NC(=O)NC1=CC=C(C=C1)C